(S)-5-fluoro-1,3-dihydrospiro[indene-2,4'-piperidine]-1-amine FC=1C=C2CC3(CCNCC3)[C@@H](C2=CC1)N